(S)-Methyl 5-[[1-[3-[(2,2-difluoro-1,3-benzodioxol-5-yl)-methylcarbamoyl]phenyl]-3-(trifluoromethyl)-4,5,6,7-tetrahydroindazol-7-yl]oxy]pyridin-2-carboxylat FC1(OC2=C(O1)C=CC(=C2)N(C(=O)C=2C=C(C=CC2)N2N=C(C=1CCC[C@@H](C21)OC=2C=CC(=NC2)C(=O)OC)C(F)(F)F)C)F